5-amino-N-(2-hydroxy-1,1-dimethyl-ethyl)-2-(4,4,5,5-tetramethyl-1,3,2-dioxaborolan-2-yl)benzenesulfonamide NC=1C=CC(=C(C1)S(=O)(=O)NC(CO)(C)C)B1OC(C(O1)(C)C)(C)C